FC1(C(C1)C1=NN(C(=C1)C=1C(=C(C(=CC1)O)N1CC(NS1(=O)=O)=O)F)C(F)F)F 5-(3-(3-(2,2-difluorocyclopropyl)-1-(difluoromethyl)-1H-pyrazol-5-yl)-2-fluoro-6-hydroxyphenyl)-1,2,5-thiadiazolidin-3-one 1,1-dioxide